ClC1=NC(=CC(=N1)C(=O)Cl)Cl 2,6-Dichloropyrimidine-4-carbonyl chloride